N-(5-cyano-4-(4-hydroxy-4-methylpiperidin-1-yl)pyridin-2-yl)-7-formyl-6-(hydroxymethyl)-3,4-dihydro-1,8-naphthyridine-1(2H)-carboxamide C(#N)C=1C(=CC(=NC1)NC(=O)N1CCCC2=CC(=C(N=C12)C=O)CO)N1CCC(CC1)(C)O